BrC1=CC2=C(N[C@@H](CC(N2)=O)C)C(=N1)Cl (R)-8-bromo-6-chloro-4-methyl-1,3,4,5-tetrahydro-2H-pyrido[3,4-b][1,4]diazepin-2-one